3-(2,4-Dioxotetrahydropyrimidin-1(2H)-yl)benzoic acid O=C1N(CCC(N1)=O)C=1C=C(C(=O)O)C=CC1